N=1C=C(N2C1C=NC=C2)CN2CCC1=CC=C(C=C21)C(=O)NC2=NC=NC(=C2)C(F)(F)F 1-(imidazo[1,2-a]pyrazin-3-ylmethyl)-N-(6-(trifluoromethyl)pyrimidin-4-yl)indoline-6-carboxamide